FC1=C(C(=O)OC)C(=CC=C1OC(F)(F)F)C methyl 2-fluoro-6-methyl-3-(trifluoromethoxy)benzoate